CN1C=C(C2=CC=CC=C12)C=1C(=NC2=CC(=CC=C2C1)N1CCC(CC1)C1=CC=NC=C1)N 3-(1-Methyl-1H-indol-3-yl)-7-(4-(pyridin-4-yl)piperidin-1-yl)quinolin-2-amine